2,4-dimethyl-diacetylaniline CC1=C(N(C(C)=O)C(C)=O)C=CC(=C1)C